4-((2,4-diaminopyrimidin-5-yl)oxy)-5-isopropyl-2-amidinopyridine NC1=NC=C(C(=N1)N)OC1=CC(=NC=C1C(C)C)C(N)=N